3-(3,4-Dimethylbenzyl)-4,5,6,7-tetrahydrobenzo[d]thiazol-2(3H)-imine hydrogen bromide Br.CC=1C=C(CN2C(SC3=C2CCCC3)=N)C=CC1C